1-(2-methyl-4-(pyridin-4-yl)piperazin-1-yl)-4-(quinolin-5-yl)butan-1-one CC1N(CCN(C1)C1=CC=NC=C1)C(CCCC1=C2C=CC=NC2=CC=C1)=O